4-(3-(3-((1-(3,4-difluorophenyl)cyclopropyl)amino)propanoyl)-3,8-diazabicyclo[3.2.1]octan-8-yl)picolinonitrile FC=1C=C(C=CC1F)C1(CC1)NCCC(=O)N1CC2CCC(C1)N2C2=CC(=NC=C2)C#N